N-(3-fluoro-4-(1-ethyl-6-(1-Boc-pyrazol-4-yl)-1H-indazol-5-yloxy)phenyl)-6-cyclopropyl-2-oxo-1-(4-fluorophenyl)-1,2-dihydropyridine-3-carboxamide FC=1C=C(C=CC1OC=1C=C2C=NN(C2=CC1C=1C=NN(C1)C(=O)OC(C)(C)C)CC)NC(=O)C=1C(N(C(=CC1)C1CC1)C1=CC=C(C=C1)F)=O